N(=NC(C(=N)NCCC(=O)O)(C)C)C(C(=N)NCCC(=O)O)(C)C 2,2'-azobis(N-(2-carboxy-ethyl)-2-methylpropionamidine)